5,6,7,8-tetrafluoro-1,4-di(2-thienyl)phthalazine FC1=C2C(=NN=C(C2=C(C(=C1F)F)F)C=1SC=CC1)C=1SC=CC1